Cl.F\C(=C/CN)\CN1C(=NC2=C1C=CC=C2C2=CC=C(C=C2)S(=O)(=O)C)C(C)C (Z)-3-fluoro-4-(2-isopropyl-4-(4-(methylsulfonyl)phenyl)-1H-benzo[d]imidazol-1-yl)but-2-en-1-amine Hydrochloride